N-[3,4-dichloro-1-(cyanomethoxy)-6,7,8,9-tetrahydropyrido[1,2-a]indol-9-yl]acetamide ClC1=CC(=C2C=C3N(C2=C1Cl)CCCC3NC(C)=O)OCC#N